FC=1C=C2C(N(C(=NC2=CC1)C)C1=CC(=CC=C1)O)=O 6-fluoro-3-(3-hydroxyphenyl)-2-methyl-quinazolin-4(3H)-one